iodo-N-methylaniline IN(C1=CC=CC=C1)C